(1-methyl-4-phenyl-1H-pyrrol-2-yl)(3,4,5-trimethoxyphenyl)methanone CN1C(=CC(=C1)C1=CC=CC=C1)C(=O)C1=CC(=C(C(=C1)OC)OC)OC